FC1(CC(C1)(O)C1=CC=2C(=NC(=CC2)C=2C=CC=3N(C2)C=C(N3)C)S1)F 3,3-difluoro-1-(6-(2-methylimidazo[1,2-a]pyridin-6-yl)thieno[2,3-b]pyridin-2-yl)cyclobutanol